ClC=1C=2C(N=C3N(C2C=CC1)C1=CC(=CC=C1C3(C)C)C3CCNCC3)=O 4-chloro-7,7-dimethyl-10-(piperidin-4-yl)indolo[1,2-a]quinazolin-5(7H)-one